N-((1-(4-(trifluoromethyl)benzyl)-1,2,3,4-tetrahydroquinolin-2-yl)methyl)acrylamide FC(C1=CC=C(CN2C(CCC3=CC=CC=C23)CNC(C=C)=O)C=C1)(F)F